1,3-dimethyl-1,4-dihydropyridinium C[NH+]1C=C(CC=C1)C